methyl (R)-β-hydroxytetradecanoate O[C@@H](CC(=O)OC)CCCCCCCCCCC